ClC1=CC2=C(N(C(N=C2N2[C@H](CN([C@@H](C2)C)C(C=C)=O)C)=O)C=2C(=NC=CC2C(C)C)C(=O)N(C)C)N=C1C1=C(C=CC=C1)F 3-[6-Chloro-4-[(2S,5R)-2,5-dimethyl-4-prop-2-enoyl-piperazin-1-yl]-7-(2-fluorophenyl)-2-oxo-pyrido[2,3-d]pyrimidin-1-yl]-4-isopropyl-N,N-dimethyl-pyridine-2-carboxamide